(3-benzyloxy-4-difluoromethoxyphenyl)-2-trimethylsiloxyacetonitrile C(C1=CC=CC=C1)OC=1C=C(C=CC1OC(F)F)C(C#N)O[Si](C)(C)C